The molecule is a class I yanuthone that is yanuthone K in which a hydrogen of the pro-E methyl group at the terminus of the farnesyl substituent has been replaced by a hydroxy group. Isolated from the filamentous fungus Aspergillus niger, it shows antifungal activity towards the pathogenic yeast Candida albicans (IC50 = 17.0 +-1.9 muM). It has a role as an antifungal agent and an Aspergillus metabolite. It is a class I yanuthone, an acetate ester and a primary alcohol. It derives from a yanuthone K. CC1=CC(=O)[C@]2([C@@H]([C@@H]1OC(=O)C)O2)C/C=C(\\C)/CC/C=C(\\C)/CC/C=C(\\C)/CO